(3R)-3-(8-(1'-(1-(3-amino-6-(2-hydroxyphenyl)pyridazin-4-yl)-1H-pyrazol-4-yl)-3',3'-difluoro-[1,4'-bipiperidin]-4-yl)-2,3-dihydro-4H-benzo[b][1,4]oxazin-4-yl)piperidine-2,6-dione NC=1N=NC(=CC1N1N=CC(=C1)N1CC(C(CC1)N1CCC(CC1)C1=CC=CC2=C1OCCN2[C@H]2C(NC(CC2)=O)=O)(F)F)C2=C(C=CC=C2)O